[O-]OP(=O)([O-])[O-] The molecule is a trivalent inorganic anion obtained by removal of all three protons from peroxyphosphoric acid. It is a phosphorus oxoanion and a trivalent inorganic anion.